5-Cyanopyridin-3-yl 3-deoxy-3-[4-(3,4,5-trifluorophenyl)-1H-1,2,3-triazol-1-yl]-2-O-methyl-1-thio-α-D-galactopyranoside FC=1C=C(C=C(C1F)F)C=1N=NN(C1)[C@@H]1[C@H]([C@@H](SC=2C=NC=C(C2)C#N)O[C@@H]([C@@H]1O)CO)OC